NC=1C=C(C=CC1N)OC 3,4-diaminoanisole